3-bromo-5-(1-methyl-1H-pyrazol-4-yl)pyridin-2-amine BrC=1C(=NC=C(C1)C=1C=NN(C1)C)N